COC=1C=2N(C=C(N1)NC(=O)C1=NC=C(N=C1)N(C1CC(NC(C1)(C)C)(C)C)C)C=C(N2)C N-(8-methoxy-2-methyl-imidazo[1,2-a]pyrazin-6-yl)-5-[methyl-(2,2,6,6-tetramethyl-4-piperidyl)amino]pyrazine-2-carboxamide